ClC=1N=CC2=C(N1)N(C(=C2)C=NO)CC=2C(=NC=CN2)N(S(=O)(=O)C)C N-(3-((2-chloro-6-((hydroxyimino)methyl)-7H-pyrrolo[2,3-d]pyrimidin-7-yl)methyl)pyrazin-2-yl)-N-Methylmethanesulfonamide